2-[(1R)-1-(4-Chlorophenyl)-2-[(4-chlorophenyl)methyl]-1-{[1-(hydroxymethyl)cyclopropyl]methoxy}-3-oxo-2,3-dihydro-1H-isoindol-5-yl]-2-hydroxy-N-methylpropanamid ClC1=CC=C(C=C1)[C@@]1(N(C(C2=CC(=CC=C12)C(C(=O)NC)(C)O)=O)CC1=CC=C(C=C1)Cl)OCC1(CC1)CO